2-[(4-{6-[(4-chloro-2-fluorobenzyl)oxy]-3-fluoropyridin-2-yl}piperazin-1-yl)methyl]-1-(2-methoxyethyl)-1H-benzimidazole-6-carboxylic acid ClC1=CC(=C(COC2=CC=C(C(=N2)N2CCN(CC2)CC2=NC3=C(N2CCOC)C=C(C=C3)C(=O)O)F)C=C1)F